CN1CCOC2=C1C=CC(=C2)NC(CC2=CC=C(C=C2)C2=CC=1N(C=C2)N=CN1)=O N-(4-Methyl-2,3-dihydro-1,4-benzoxazin-7-yl)-2-[4-([1,2,4]triazolo[1,5-a]pyridin-7-yl)phenyl]acetamide